(3S,4S)-4-fluoro-3-(2-fluoro-5-nitro-4-((2-(trifluoromethoxy)ethyl)amino)benzamido)piperidine-1-carboxylic acid tert-butyl ester C(C)(C)(C)OC(=O)N1C[C@@H]([C@H](CC1)F)NC(C1=C(C=C(C(=C1)[N+](=O)[O-])NCCOC(F)(F)F)F)=O